(E)-1-(4-(2,6-difluoro-4-pyridinecarboxamido)but-2-en-1-yl)-2-(1-ethyl-3-methyl-1H-pyrazole-5-carboxamido)-7-methoxy-1H-benzo[d]imidazole-5-carboxamide FC1=NC(=CC(=C1)C(=O)NC/C=C/CN1C(=NC2=C1C(=CC(=C2)C(=O)N)OC)NC(=O)C2=CC(=NN2CC)C)F